FC1=C(C(=CC(=C1)OC)F)C=1C(=NC=NC1C)C1=CC(=CC(=C1)OC)OC 5-(2,6-difluoro-4-methoxyphenyl)-4-(3,5-dimethoxyphenyl)-6-methylpyrimidine